OCCOCCOCCOCCNC(OCC1=CC=CC=C1)=O benzyl (2-(2-(2-(2-hydroxyethoxy)ethoxy)ethoxy)ethyl)-carbamate